O\C(=C(/C(=O)OC)\C1=C(C=C(C(=O)OC)C=C1)[N+](=O)[O-])\C methyl (Z)-4-(3-hydroxy-1-methoxy-1-oxobut-2-en-2-yl)-3-nitrobenzoate